2-cyano-5-nitropyridine C(#N)C1=NC=C(C=C1)[N+](=O)[O-]